O1N=C(C2=C1C=CC=C2)C2=C(C=CC=C2)[C@H](CC2=NC=C(C=C2)F)N[S@@](=O)C(C)(C)C (S)-N-{(S)-1-[2-(Benzo[d]isoxazol-3-yl)phenyl]-2-(5-fluoropyridine-2-yl)ethyl}-2-methylpropane-2-sulfinamide